(1R,2R)-N-(7-chloro-6-(1-((3S,4S)-4-hydroxy-3-methyltetrahydrofuran-3-yl)piperidin-4-yl)isoquinolin-3-yl)-2-cyanocyclopropane-1-carboxamide ClC1=C(C=C2C=C(N=CC2=C1)NC(=O)[C@H]1[C@@H](C1)C#N)C1CCN(CC1)[C@]1(COC[C@H]1O)C